3,5-difluoro-N-(3-(2-(pyridin-2-yl)vinyl)-1H-indazol-5-yl)benzamide FC=1C=C(C(=O)NC=2C=C3C(=NNC3=CC2)C=CC2=NC=CC=C2)C=C(C1)F